2-{[(1S)-1-(4-chlorophenyl)ethyl]amino}-8-(3-methoxybenzyl)pyrido[2,3-d]pyrimidin-7(8H)-one ClC1=CC=C(C=C1)[C@H](C)NC=1N=CC2=C(N1)N(C(C=C2)=O)CC2=CC(=CC=C2)OC